C(#N)C=1C=NC(=NC1)N1CCN(CC1)C=1N=C2N(C(C1C)=O)C=C(C=C2[C@@H](C)NC2=C(C(=O)O)C=CC=C2)C (R)-2-((1-(2-(4-(5-cyanopyrimidin-2-yl)piperazin-1-yl)-3,7-dimethyl-4-oxo-4H-pyrido[1,2-a]pyrimidin-9-yl)ethyl)amino)benzoic acid